6-cyano-7-(5,7-dihydro-6H-pyrrolo[3,4-b]pyridin-6-yl)-1-(6-(3-(dimethylamino)-azetidin-1-yl)pyridin-3-yl)-4-oxo-1,4-dihydroquinoline-3-carboxylic acid C(#N)C=1C=C2C(C(=CN(C2=CC1N1CC2=NC=CC=C2C1)C=1C=NC(=CC1)N1CC(C1)N(C)C)C(=O)O)=O